5-methoxycarbonylnaphthyl-bicyclo[2.2.1]hept-2-ene COC(=O)C1=C2C=CC=C(C2=CC=C1)C12C=CC(CC1)C2